Acryloxypropylphosphat C(C=C)(=O)OCCCOP(=O)([O-])[O-]